14-(tosyloxy)-3,6,9,12-tetraoxatetradecanoate S(=O)(=O)(C1=CC=C(C)C=C1)OCCOCCOCCOCCOCC(=O)[O-]